4,4,5,5-tetramethyl-2-(3-methyl-4-propylsulfonyl-phenyl)-1,3,2-dioxaborolan CC1(OB(OC1(C)C)C1=CC(=C(C=C1)S(=O)(=O)CCC)C)C